ClC1=NC(=CC(=C1)C1=C(C=C(C#N)C=C1)C=O)C 4-(2-chloro-6-methylpyridin-4-yl)-3-formylbenzonitrile